C(C=C)(=O)O[SnH3] stannyl acrylate